C(C)N1C=NC2=C1N=NC=C2C=2C=CC(=C(C2)C2=CC1=C(C=C2OC)C2=C(N=NC=C2)O1)F 7-(5-(7-Ethyl-7H-imidazo[4,5-c]pyridazin-4-yl)-2-fluorophenyl)-6-methoxybenzofuro[2,3-c]pyridazine